(S)-4-((5-amino-3-fluoro-7-((1-hydroxyhex-3-yl)amino)-1H-pyrazolo[4,3-d]Pyrimidin-1-yl)methyl)-3-methoxybenzoic acid NC=1N=C(C2=C(N1)C(=NN2CC2=C(C=C(C(=O)O)C=C2)OC)F)N[C@H](CCO)CCC